OC1(COC1)C1=CC=C(C=C1)C(=O)N1CCC(CC1)C1=CC=C(C=C1)SC (4-(3-hydroxyoxetan-3-yl)phenyl)(4-(4-(methylthio)phenyl)piperidin-1-yl)methanone